2-((R)-2-methylpiperidin-1-yl)-1-(4-phenyl-3,4-dihydroquinoxalin-1(2H)-yl)propan-1-one C[C@H]1N(CCCC1)C(C(=O)N1CCN(C2=CC=CC=C12)C1=CC=CC=C1)C